C(C)(=O)N1[C@@H]([C@H](N(CC1)C(C=C)=O)C)C=1C(=C(C=C(C1)Cl)C1=CC(=NC=C1)C(=O)NC)F 4-(3-((2R,3R)-1-acetyl-4-acryloyl-3-methylpiperazin-2-yl)-5-chloro-2-fluorophenyl)-N-methylpicolinamide